aminoacetaldehyde NCC=O